(2S,4a'R,7'R,8a'R)-2',2'-dimethyl-8'-(4-(3,4,5-trifluorophenyl)-1H-1,2,3-triazol-1-yl)octahydro-4'H-spiro[pyran-2,6'-pyrano[3,2-d][1,3]dioxin]-7'-ol CC1(OC[C@@H]2[C@H](O1)C([C@H]([C@]1(O2)OCCCC1)O)N1N=NC(=C1)C1=CC(=C(C(=C1)F)F)F)C